BrC=1C=C(C=CC1)C1(CSC1)C(=O)NN 3-(3-bromophenyl)thietane-3-carboxylic acid hydrazide